(E)-2-(((2-ethylphenyl)imino)methyl)-4-iodophenol C(C)C1=C(C=CC=C1)\N=C\C1=C(C=CC(=C1)I)O